(S)-1-(4,6-bis(trifluoromethyl)-pyridin-2-yl)-N-methyl-N-(pyridin-4-yl)pyrrolidine-2-carboxamide FC(C1=CC(=NC(=C1)C(F)(F)F)N1[C@@H](CCC1)C(=O)N(C1=CC=NC=C1)C)(F)F